COC=1C=C(C=CC1)NC(NC1=CC=C(CNC2=C(C(=O)N)C=CC=C2)C=C1)=O 2-(4-(3-(3-methoxyphenyl)ureido)benzylamino)benzamide